[Cl].N1C=NC=C1 imidazole chlorine salt